1-[3-[7-(difluoromethyl)-6-(1-methylpyrazol-4-yl)-3,4-dihydro-2H-quinolin-1-yl]-1-(2-piperazin-1-ylspiro[3.5]nonan-7-yl)-6,7-dihydro-4H-pyrazolo[4,3-c]pyridin-5-yl]ethanone FC(C1=C(C=C2CCCN(C2=C1)C1=NN(C2=C1CN(CC2)C(C)=O)C2CCC1(CC(C1)N1CCNCC1)CC2)C=2C=NN(C2)C)F